(2Z)-3-(dimethylamino)-2-isocyanoacrylate CN(\C=C(\C(=O)[O-])/[N+]#[C-])C